Methyl ((2-((2-bromo-3-fluoropyridin-4-yl)carbamoyl)-11,11-difluoro-2,3,4,7,8,9,10,11-octahydro-1H-pyrido[4',3':3,4]pyrazolo[1,5-a]azepin-8-yl)methyl)-carbamate BrC1=NC=CC(=C1F)NC(=O)N1CC=2C(=NN3C2C(CCC(C3)CNC(OC)=O)(F)F)CC1